ClC1=NC(=C(C(=C1C#N)C1=NC=C(C=C1)OC(CO)(F)F)C#N)SCC=1C=NC=CC1 2'-chloro-5-(1,1-difluoro-2-hydroxyethoxy)-6'-((pyridin-3-ylmethyl)thio)-[2,4'-bipyridine]-3',5'-dicarbonitrile